BrC=1C=C2C(=NC(=NC2=C2C1CCCC2)C)OS(=O)(=O)C2=C(C=C(C=C2C(C)C)C(C)C)C(C)C 6-bromo-2-methyl-7,8,9,10-tetrahydrobenzo[h]quinazolin-4-yl-2,4,6-triisopropylbenzenesulfonate